ClC1=CC(=NC(=C1)N1[C@H](COC[C@@H]1C)C)C(=O)NC1=CC(=C(C(=O)O)C=C1)C 4-(4-Chloro-6-((3s,5s)-3,5-dimethylmorpholino)pyridinamido)-2-methylbenzoic acid